[4-(4-Methyl-[1,4]diazepan-1-yl)-1,7,11b-triaza-benzo[c]fluoren-6-yl]-morpholin-4-yl-methanone CN1CCN(CCC1)C1=CC=NC2=C1C=C(C1=NC=3C=CC=CC3N21)C(=O)N2CCOCC2